COC=1C=C(C=CC1O)CC1CCC(=O)O1 5-(3'-Methoxy-4'-hydroxyphenyl)-γ-valerolactone